C(C)(C)(C)OC(=O)NCCCC(CCCNC(OC(C)(C)C)=O)(CCCNC(OC(C)(C)C)=O)[N+](=O)[O-] di-tert-butyl (4-(3-((tert-butoxycarbonyl)amino)propyl)-4-nitroheptane-1,7-diyl)dicarbamate